C(CCCCCCC\C=C/CCCCCCCC)(=O)OCCCCCCCCCCCCCCCCCCCC eicosyl oleate